Cl.N1C[C@H](CC1)O (S)-pyrrolidin-3-ol hydrochloride salt